C(C)(C)(C)OC(=O)N1N=C(C=C1C1CC1)NC(C(C)C1NC(SC1)C1=CCCN(C1)C(=O)OC(C)(C)C)=O tert-butyl 5-(4-(1-((1-(tert-butoxycarbonyl)-5-cyclopropyl-1H-pyrazol-3-yl) amino)-1-oxopropan-2-yl)-2-thiazolidinyl)-3,6-dihydropyridine-1(2H)-carboxylate